OC1=C(C#N)C=CC=C1 2-hydroxybenzonitrile